tert-butyl ((6-(3-hydroxypicolinamido)pyridin-3-yl)methyl)carbamate OC=1C(=NC=CC1)C(=O)NC1=CC=C(C=N1)CNC(OC(C)(C)C)=O